ClC=1C=CC=C2C(C[C@@H](OC12)C1=C(OC[C@H](C(=O)O)NS(=O)(=O)CC)C=C(C=C1)C(F)(F)F)=O (2R)-3-[2-[(2R)-8-chloro-4-oxo-chroman-2-yl]-5-(trifluoromethyl)phenoxy]-2-(ethylsulfonylamino)propionic acid